tert-butyl-((1S,2S,3S,5R)-2-fluoro-8-azabicyclo[3.2.1]oct-3-yl) carbamate C(N)(O[C@@H]1[C@H]([C@]2(CC[C@H](C1)N2)C(C)(C)C)F)=O